trimethylolpropane tris(3-mercapto butyrate) SC(CC(=O)O)C.SC(CC(=O)O)C.SC(CC(=O)O)C.C(O)C(CC)(CO)CO